C(C)OC(=C)C1=C(C(=CN=N1)C1=CC(=NN1)C12CC(C1)(C2)C(=O)OC)C(CO)C Methyl 3-{5-[6-(1-ethoxyvinyl)-5-(1-hydroxypropan-2-yl)pyridazin-4-yl]-1H-pyrazol-3-yl}bicyclo[1.1.1]pentane-1-carboxylate